(2S,4R)-1-[(2S)-3,3-dimethyl-2-[4-(2-phenoxyethyl)triazol-1-yl]butanoyl]-4-hydroxy-N-methyl-pyrrolidine-2-carboxamide CC([C@@H](C(=O)N1[C@@H](C[C@H](C1)O)C(=O)NC)N1N=NC(=C1)CCOC1=CC=CC=C1)(C)C